1-(4-(1-(4-cyclopropylphenyl)azetidin-3-yl)-2,6-dimethylbenzyl)-3-methylazetidin-3-ol, formic acid salt C(=O)O.C1(CC1)C1=CC=C(C=C1)N1CC(C1)C1=CC(=C(CN2CC(C2)(O)C)C(=C1)C)C